O[C@@H]1[C@H](O[C@@H]([C@H]([C@H]1O)O)O)CCS(=O)(=O)NC(C1=CC=CC=C1)=O N-((2-((2R,3S,4S,5S,6S)-3,4,5,6-tetrahydroxytetrahydro-2H-pyran-2-yl)ethyl)sulfonyl)benzamide